CC1=CC2=C(C=C1O)[C@]3(CC[C@@H](C(C3=CC2=O)(C)C)O)C The molecule is a diterpenoid that is podocarpa-5,8,11,13-tetraen-7-one substituted by hydroxy groups at positions 3 and 12 and a methyl group at position 13 (the 3beta stereoisomer). Isolated from Securinega suffruticosa, it exhibits antineoplastic activity. It has a role as a metabolite and an antineoplastic agent. It is an enone, a carbotricyclic compound, a secondary alcohol, a member of phenols, a diterpenoid and an aromatic ketone.